N-ethyl-4-morpholino-2-(4-(m-tolyl)-1H-pyrazol-1-yl)furo[3,2-d]pyrimidine-6-carboxamide C(C)NC(=O)C1=CC=2N=C(N=C(C2O1)N1CCOCC1)N1N=CC(=C1)C=1C=C(C=CC1)C